C(#N)C=1N=CC(=NC1)NC1=NNC(=C1)C1=C(C=C(C=C1)C1(CCN(CC1)C(=O)OC(C)(C)C)F)OC tert-Butyl 4-[4-[3-[(5-cyanopyrazin-2-yl)amino]-1H-pyrazol-5-yl]-3-methoxyphenyl]-4-fluoro-piperidine-1-carboxylate